COCCOC=1C=C(CN2C(C(=CC(=C2)C(=O)N[C@@H]2[C@H](C2)C)C(=O)NC)=O)C=CC1 1-(3-(2-methoxyethoxy)benzyl)-N3-methyl-N5-((1s,2s)-2-methylcyclopropyl)-2-oxo-1,2-dihydropyridine-3,5-dicarboxamide